BrC1(CC=C(C=C1)C1=CC=CC=C1)C#N 4-bromobiphenyl-4-carbonitrile